7-benzyl 6-(tert-butyl) (7S)-1-oxa-6-azaspiro[3.4]octane-6,7-dicarboxylate O1CCC12CN([C@@H](C2)C(=O)OCC2=CC=CC=C2)C(=O)OC(C)(C)C